1-vinyl-3-ethylimidazole hydroxide [OH-].C(=C)N1CN(C=C1)CC